C(C)(C)(C)OC(NC=1SC(=C(N1)Br)C=O)=O (4-Bromo-5-formylthiazol-2-yl)carbamic acid tert-butyl ester